C(C#CC)(=O)NC1CC(CCC1)C1=C2C(=C(NC2=C(C(=C1F)F)C(=O)N)C)C#N 4-(3-(but-2-ynamido)cyclohexyl)-3-cyano-5,6-difluoro-2-methyl-1H-indole-7-carboxamide